FC(C1=NN=C(S1)C1=NC=C2N1C=C(C=C2N2CC1(CCOC1)CC2)S(=O)(=O)NC2(CC2)C)F 3-(5-(difluoromethyl)-1,3,4-thiadiazol-2-yl)-N-(1-methylcyclopropyl)-8-(2-oxa-7-azaspiro[4.4]nonan-7-yl)imidazo[1,5-a]pyridine-6-sulfonamide